3-(3-((2-((2-ethyl-4-((1S,4S)-5-methyl-2,5-diazabicyclo[2.2.1]heptan-2-yl)phenyl)amino)-5-(trifluoromethyl)pyrimidin-4-yl)amino)propyl)-1,3-oxazinan-2-one C(C)C1=C(C=CC(=C1)N1[C@@H]2CN([C@H](C1)C2)C)NC2=NC=C(C(=N2)NCCCN2C(OCCC2)=O)C(F)(F)F